NC=1SC2=C(N1)C=CC(=C2)[NH-] N-(2-aminobenzo[d]thiazol-6-yl)amide